CC1=CC=2N(N=C1N1CC=3C=C(C=NC3CC1)NC1=C(C=CC=C1)C)C(C=CN2)=O 8-methyl-7-(3-(o-tolylamino)-7,8-dihydro-1,6-naphthyridin-6(5H)-yl)-4H-pyrimido[1,2-b]pyridazin-4-one